methyl-N-[(1-methyl-1H-imidazol-5-yl)methyl]-4-[(1-methylcyclopropyl)amino]furo[2,3-d]pyrimidine-5-carboxamide CC=1N=C(C2=C(N1)OC=C2C(=O)NCC2=CN=CN2C)NC2(CC2)C